C(C)(C)(C)OC(=O)N1C[C@H](CC1)[C@@H](C(=O)OC(C)(C)C)CC=1C=CC2=C(C(=CO2)CC=O)C1 (R)-3-((S)-1-(tert-butoxy)-1-oxo-3-(3-(2-oxoethyl)benzofuran-5-yl)propan-2-yl)pyrrolidine-1-carboxylic acid tert-butyl ester